F[C@]1([C@H](O[C@@H]([C@H]1O)CO)N1C(NC(C=C1)=O)=O)C 1-[(2S,3R,4R,5R)-3-fluoro-4-hydroxy-5-hydroxymethyl-3-methyl-tetrahydrofuran-2-yl]Pyrimidine-2,4(1H,3H)-dione